6-methyl-1,3,8-triazaspiro[4.5]decane-2,4-dione CC1C2(C(NC(N2)=O)=O)CCNC1